propane-1,3-diyl bis(4-phenylbutanoate) C1(=CC=CC=C1)CCCC(=O)OCCCOC(CCCC1=CC=CC=C1)=O